N-[(1R)-1-[[(3-Amino-3-oxo-propyl)-(2-fluoroacetyl)amino]carbamoyl]-3-methyl-butyl]-1H-indole-2-carboxamide NC(CCN(C(CF)=O)NC(=O)[C@@H](CC(C)C)NC(=O)C=1NC2=CC=CC=C2C1)=O